(trans)-Methyl 4-(2-chloro-4-fluorophenyl)-6-(4-(2-methoxy-2-oxoethylsulfonamido) cyclohexyl)-2-(thiazol-2-yl)-1,4-dihydropyrimidine-5-carboxylate ClC1=C(C=CC(=C1)F)C1N=C(NC(=C1C(=O)OC)[C@@H]1CC[C@H](CC1)NS(=O)(=O)CC(=O)OC)C=1SC=CN1